rel-N-{(6R,7R)-2-[4-(2,6-difluorophenyl)-1,2-benzoxazol-3-yl]-7-methyl-3-oxo-2,5,6,7-tetrahydro-3H-pyrrolo[1,2-c]imidazol-6-yl}ethanesulfonamide FC1=C(C(=CC=C1)F)C1=CC=CC2=C1C(=NO2)N2C(N1C(=C2)[C@@H]([C@H](C1)NS(=O)(=O)CC)C)=O |o1:22,23|